Ethyl 4-[(2-fluoro-1-phenylethyl)amino]-2-{[3-methyl-4-(methylsulfonyl)phenyl]amino}pyrimidine-5-carboxylate FCC(C1=CC=CC=C1)NC1=NC(=NC=C1C(=O)OCC)NC1=CC(=C(C=C1)S(=O)(=O)C)C